(4-(benzothiazol-7-yl)phenyl)-N-(2-ethynyl-thiazol-4-yl)acrylamide S1C=NC2=C1C(=CC=C2)C2=CC=C(C=C2)C(C(=O)NC=2N=C(SC2)C#C)=C